4,4'-(Perfluoropropane-2,2-diyl)bis(2-allyl-6-propylphenol) FC(C(C(F)(F)F)(C1=CC(=C(C(=C1)CCC)O)CC=C)C1=CC(=C(C(=C1)CCC)O)CC=C)(F)F